2-(6-(((1R,2S,3S,5R)-6,6-difluoro-2-methoxy-8-azabicyclo[3.2.1]octan-3-yl)(methyl)amino)pyridazin-3-yl)-5-(1H-imidazol-1-yl)phenol FC1([C@H]2C[C@@H]([C@H]([C@@H](C1)N2)OC)N(C2=CC=C(N=N2)C2=C(C=C(C=C2)N2C=NC=C2)O)C)F